C(C)(C)(C)OC(=O)N1CCN(C2=CC=CC(=C12)C)C1=CC2=C(N=C(N=C2)NC2=CC=C(C=C2)N2CCC(CC2)O)N(C1=O)C 4-[2-[4-(4-hydroxy-1-piperidinyl)anilino]-8-methyl-7-oxo-pyrido[2,3-d]pyrimidin-6-yl]-8-methyl-2,3-dihydroquinoxaline-1-carboxylic acid tert-butyl ester